C(C)(C)(C)C1=CC=C(C=C1)C1=C2C(=NNC2=CC=C1)NCC1=CC=C(C(=O)O)C=C1 4-(((4-(4-(tert-butyl)phenyl)-1H-indazol-3-yl)amino)methyl)benzoic acid